(R,S)-4-((1-((2-fluorobenzyl)amino)-1-oxopropan-2-yl)amino)-4-oxobut-2-ene FC1=C(CNC([C@@H](C)NC(C=CC)=O)=O)C=CC=C1